ClC=1C(=NC(=NC1)NC1=C(C=C(C(=C1)CC)N1CCC(CC1)N1CCNCC1)OC)NC1=C(C(=CC=C1)OCC)NS(=O)(=O)C N-(2-((5-chloro-2-((5-ethyl-2-methoxy-4-(4-(piperazin-1-yl)piperidin-1-yl)phenyl)amino)pyrimidine-4-yl)amino)-6-ethoxyphenyl)methanesulfonamide